COC=1C=C(CN(C2=CC=C(C=C2)COCCN2CCOCC2)CC2=CC=C(C=C2)N2CCCC2)C=CC1 N-(3-methoxybenzyl)-4-((2-morpholinoethoxy)methyl)-N-(4-(pyrrolidin-1-yl)benzyl)aniline